1-Cyclohexyl-5-methoxyisoquinoline C1(CCCCC1)C1=NC=CC2=C(C=CC=C12)OC